ClC1=C(C=C(C=C1)CC(=O)N)C(F)(F)F [4-chloro-3-(trifluoromethyl)phenyl]acetamide